C(C)(C)(C)OC(NC1=CC=C(C=C1)SC(F)(F)F)=O (4-((trifluoromethyl)thio)phenyl)carbamic acid tert-butyl ester